ClC1=CC=C(C=C1)C1=C(CCC(C1)(C)C)C(=O)N1[C@@H]2CN([C@H](C1)C2)CC=2C=C1CN(C(C1=CC2)=O)C2CNCCC2 3-(5-(((1S,4S)-5-(4'-chloro-5,5-dimethyl-3,4,5,6-tetrahydro-[1,1'-biphenyl]-2-carbonyl)-2,5-diazabicyclo[2.2.1]heptan-2-yl)methyl)-1-oxoisoindolin-2-yl)piperidine